3-(chloromethyl)-6-methyl-pyridazine ClCC=1N=NC(=CC1)C